2-[(3R)-3-methylmorpholin-4-yl]-4-(3-methyl-2-thienyl)-8-(1H-pyrazol-5-yl)-1,7-naphthyridine C[C@H]1N(CCOC1)C1=NC2=C(N=CC=C2C(=C1)C=1SC=CC1C)C1=CC=NN1